C(C1=CC=CC=C1)SC=1C=C(C=CC1)C1CN(CC2=C(C=C(C=C12)Cl)Cl)C 4-(3-Benzylsulfanylphenyl)-6,8-dichloro-2-methyl-3,4-dihydro-1H-isoquinoline